CC(C(C)O)CCCC 3-methyl-2-heptanol